CC1=C(C=C(C=C1)NC(=O)N1C[C@@H](CC1)CC(F)(F)F)C1=CC(=NC(=C1)N1CCOCC1)C=1N=CN(C1)C (3S)-N-{4-methyl-3-[2-(1-methylimidazol-4-yl)-6-(morpholin-4-yl)pyridin-4-yl]phenyl}-3-(2,2,2-trifluoroethyl)pyrrolidine-1-carboxamide